7-((methylamino)methyl)-4-(o-tolyl)-2H-chromen-2-one CNCC1=CC=C2C(=CC(OC2=C1)=O)C1=C(C=CC=C1)C